FC(C(=O)[O-])([P+](C1=CC=CC=C1)(C1=CC=CC=C1)C1=CC=CC=C1)F 2,2-difluoro-2-(triphenylphosphonio)acetate